4-[5-chloranyl-2-[2-[2-methyl-4-oxidanylidene-6-(1-piperidyl)-5,6,7,8-tetrahydroquinazolin-3-yl]ethoxy]phenyl]-2-methyl-pyrrolo[1,2-b]pyridazine-7-carboxylic acid ClC=1C=CC(=C(C1)C=1C=2N(N=C(C1)C)C(=CC2)C(=O)O)OCCN2C(=NC=1CCC(CC1C2=O)N2CCCCC2)C